2-(1H-imidazol-1-yl)-N-(1-(oxetan-3-yl)piperidin-4-yl)-5H-pyrrolo[3,2-d]pyrimidine-4-carboxamide N1(C=NC=C1)C=1N=C(C2=C(N1)C=CN2)C(=O)NC2CCN(CC2)C2COC2